ClC1=C(OCCC1)C=O 3-chloro-5,6-dihydro-4H-pyran-2-carbaldehyde